14-Pentacosenoic acid C(CCCCCCCCCCCCC=CCCCCCCCCCC)(=O)O